1-(4-phenylsulfanylphenyl)-octane-1,2-dione C1(=CC=CC=C1)SC1=CC=C(C=C1)C(C(CCCCCC)=O)=O